CC1(C2=CC=CC=C2NC=2C=CC=CC12)C dimethyl-9,10-dihydroacridine